O1CCC(CC1)CS(=O)(=O)N1CCC(=CC1)C1=C2C(=NC(=C1)NC(=O)C1CC1)NC=C2 N-(4-(1-(((tetrahydro-2H-pyran-4-yl)methyl)sulfonyl)-1,2,3,6-tetrahydropyridin-4-yl)-1H-pyrrolo[2,3-b]pyridin-6-yl)cyclopropylcarboxamide